[Si](C)(C)(C(C)(C)C)OC1CC(C1)C=1C=CC=C2CC(N(C12)C)=O 7-(3-((tert-butyldimethylsilyl)oxy)cyclobutyl)-1-methylindolin-2-one